C(C1=CC=CC=C1)OC=1C(=NSC1)C(=O)O 4-(benzyloxy)isothiazole-3-carboxylic acid